BrC1=CC(=C(C(=O)OC)C(=C1)F)NCC1=C(C=C(C=C1)OC)OC methyl 4-bromo-2-((2,4-dimethoxybenzyl) amino)-6-fluorobenzoate